FC(C1=NN=C(O1)C1=CC(=C(CN2C(N(C3=C2C=CC=C3)C3CCN(CC3)CC)=O)C=C1)F)F 1-(4-(5-(difluoromethyl)-1,3,4-oxadiazol-2-yl)-2-fluorobenzyl)-3-(1-ethylpiperidin-4-yl)-1,3-dihydro-2H-benzo[d]imidazol-2-one